C(C1=CC=CC=C1)C(CN)NC 1-benzyl-N1-Methyl-ethane-1,2-diamine